N-tris(hydroxymethyl)methyl-3-aminopropanesulfonic acid OCC(NCCCS(=O)(=O)O)(CO)CO